O,O-dimethyl S-hydrogen phosphorodithioate P(OC)(OC)(=S)S